(2R)-2-(2-(3,3-dimethylpiperidin-1-yl)-2-phenylacetamido)-5-guanidino-N-(4-hydroxybenzyl)pentanamide CC1(CN(CCC1)C(C(=O)N[C@@H](C(=O)NCC1=CC=C(C=C1)O)CCCNC(=N)N)C1=CC=CC=C1)C